CC1=C(NC2=NSC3=C2C=CC=C3)C=CC=C1C1=CC3=C(OCCO3)C=C1 3-(2-methyl-3-(1,4-benzodioxan-6-yl)anilino)benzisothiazole